4-(2-ethylhexyl)biphenol C(C)C(CC=1C=C(C(=CC1)O)C=1C(=CC=CC1)O)CCCC